C1(=CC=CC=C1)P(CCCCCCP(C1=CC=CC=C1)C1=CC=CC=C1)C1=CC=CC=C1 1,6-bis(diphenyl-phosphino)hexane